prolylAlanine N1[C@@H](CCC1)C(=O)N[C@@H](C)C(=O)O